C(CCCCCCCCCCCCCCCCC)(=O)OC[C@@H](OC(CCCCCCC\C=C/CCCCCCCC)=O)COP(=O)(O)OC[C@H](N)C(=O)O 1-stearoyl-2-Oleoyl-sn-glycero-3-phosphoserine